7-(8-chloronaphthalen-1-yl)-8-fluoro-2-(2-(2-(trifluoromethyl-1H-imidazol-1-yl)ethoxy)pyrido[4,3-d]pyrimidin-4-yl)-3,8-diazabicyclo[3.2.1]octan-6-ol ClC=1C=CC=C2C=CC=C(C12)C1C(C2CNC(C1N2F)C=2C1=C(N=C(N2)OCCN2C(=NC=C2)C(F)(F)F)C=CN=C1)O